COC=1C=CC(=C(C1)S(=O)(=O)NC=1C=NC=2CCN(CC2C1)C(=O)OCC(C)(C)C)OC neopentyl 3-((5-methoxy-2-methoxyphenyl)sulfonamido)-7,8-dihydro-1,6-naphthyridine-6(5H)-carboxylate